C(C)(C)(C)[Si](OC1=C(C=C(C(=C1)O[Si](C)(C)C(C)(C)C)C(C)C)C1=NN=C(N1C1=CC=C(CN2CCN(CC2)C(CCC(C(=O)O)C)=O)C=C1)C(NCC)=O)(C)C 5-(4-(4-(3-(2,4-bis(tertbutyldimethylsilyloxy)5-isopropylphenyl)-5-(ethylcarbamoyl)-4H-1,2,4-triazol-4-yl)benzyl)piperazin-1-yl)-2-methyl-5-oxopentanoic acid